BrC=1SC2=C(N1)C=CC(=C2)S(=O)(=O)NC2CCCC2 2-bromo-N-cyclopentylbenzo[d]thiazole-6-sulfonamide